2-[2-(1,3-benzoxazol-2-ylmethylcarbamoyl)indan-2-yl]acetic acid O1C(=NC2=C1C=CC=C2)CNC(=O)C2(CC1=CC=CC=C1C2)CC(=O)O